CC1(CS(C1)(=O)=O)NC(=O)C=1C=C2C(=NNC2=CC1)NS(=O)(=O)C N-(3-methyl-1,1-dioxidothietan-3-yl)-3-(methylsulfonamido)-1H-indazole-5-carboxamide